ClC=1C=C(C=CC1F)N(C(=O)[C@H]1N(S(CC1)(=O)=O)C1=NC(=NC(=C1)C(F)(F)F)C)C (S)-N-(3-chloro-4-fluorophenyl)-N-methyl-2-(2-methyl-6-(trifluoromethyl)pyrimidin-4-yl)isothiazolidine-3-carboxamide 1,1-dioxide